6-((S)-4-propenoyl-2-methylpiperazin-1-yl)-N-(1H-benzo[d]imidazol-4-yl)-2-(((S)-1-methylpyrrolidin-2-yl)methoxy)pyrimidine-4-carboxamide C(C=C)(=O)N1C[C@@H](N(CC1)C1=CC(=NC(=N1)OC[C@H]1N(CCC1)C)C(=O)NC1=CC=CC=2NC=NC21)C